[Si](C)(C)(C(C)(C)C)N1N=C(C(=C1)C(=O)OCC)O ethyl 1-(tert-butyldimethylsilyl)-3-hydroxypyrazole-4-carboxylate